Nonane-7-ene-2-carboxylic acid tert-butyl ester C(C)(C)(C)OC(=O)C(C)CCCCC=CC